3-(morpholinosulfonyl)benzene O1CCN(CC1)S(=O)(=O)C=1C=CC=CC1